O-menthylsuccinamide C1(C(CCCC1)C(C)C)(C)C(C(=O)N)CC(=O)N